TETRAOCTYLAMMONIUM BROMIDE [Br-].C(CCCCCCC)[N+](CCCCCCCC)(CCCCCCCC)CCCCCCCC